C(CCCCCCCCCCCCCCCCCCC)(=O)OCC(O)CO glycerol arachidate